N1=CCN2C1=COC2 Imidazo[2,1-c][1,4]Oxazole